FC1=C(C=C(C=C1)F)[C@@H]1N(CCC1)C1=NC=2N(C=C1)N=CC2C(=O)NCCCCCN(C)CC(OC)OC 5-[(2R)-2-(2,5-difluorophenyl)pyrrolidin-1-yl]-N-[5-[2,2-dimethoxyethyl(methyl)amino]pentyl]pyrazolo[1,5-a]pyrimidine-3-carboxamide